C=CCCCCCCCCCCCCCCCCC n-nonadecene